C1(CCC(=O)ON2CCN(O1)OC(CCC(=O)O2)=O)=O.[K].[K].[K] tripotassium ethylenediamine disuccinate